COC[C@H](C(N[C@@](C)(CCCC1=CC=CC=C1)B1OC(C(O1)(C)C)(C)C)=O)NC(OC(C)(C)C)=O tert-butyl ((R)-3-methoxy-1-oxo-1-(((S)-5-phenyl-2-(4,4,5,5-tetramethyl-1,3,2-dioxaborolan-2-yl)pentan-2-yl)amino)propan-2-yl)carbamate